C(C1=CC=CC=C1)C1CCCCC1 (1R,4r)-4-benzylcyclohexane